N-cyclopropyl-2-(difluoromethoxy)-4-[7-[3-(4-hydroxy-1-piperidyl)propoxy]imidazo[1,2-a]pyridin-3-yl]-6-methoxy-benzamide C1(CC1)NC(C1=C(C=C(C=C1OC)C1=CN=C2N1C=CC(=C2)OCCCN2CCC(CC2)O)OC(F)F)=O